ClC=1C(=NC=CC1)N1N=C(C=C1C(=O)OCC)N1N=NN=C1C(F)(F)F ethyl 1-(3-chloropyridine-2-yl)-3-[5-(trifluoromethyl)-1H-tetrazol-1-yl]-1H-pyrazole-5-carboxylate